N-[4-[(6,7-Dimethoxy-1,5-naphthyridin-4-yl)oxy]-3-fluorophenyl]-2-(4-fluorophenyl)-5,6-dimethyl-3-oxopyridazine-4-carboxamide COC=1N=C2C(=CC=NC2=CC1OC)OC1=C(C=C(C=C1)NC(=O)C=1C(N(N=C(C1C)C)C1=CC=C(C=C1)F)=O)F